6-hydroxy-4,8-dimethyl-2-naphthoic acid OC=1C=C2C(=CC(=CC2=C(C1)C)C(=O)O)C